FC1=CC(=C(C=C1C)N(S(=O)(=O)C)C)[N+](=O)[O-] N-(4-fluoro-5-methyl-2-nitrophenyl)-N-methyl-methanesulfonamide